FC1=CC=C(C=C1)NC(C1=CC(=C(C(=C1)O)O)O)=O N-(4-Fluorophenyl)-3,4,5-trihydroxybenzamide